C1(=CC=CC=C1)CN=C=S 1-phenylmethyl isothiocyanate